3,3,3-trifluoro-2-(hydroxymethyl)-N-(5-{1-[4-(trifluoromethyl)phenyl]-1H-pyrazol-4-yl}-1H-indol-3-yl)propanamide FC(C(C(=O)NC1=CNC2=CC=C(C=C12)C=1C=NN(C1)C1=CC=C(C=C1)C(F)(F)F)CO)(F)F